(6-(3-(4-methoxybenzyl)ureido)spiro[3.3]heptan-2-yl)methyl cyanide COC1=CC=C(CNC(NC2CC3(CC(C3)CC#N)C2)=O)C=C1